C(C)C1=NN2C(N(C3=C(C2=O)CN(C3=O)C[C@@H]3COCC3)CC(=O)OC)=C1 |r| methyl {2-ethyl-5,8-dioxo-6-[(±)-tetrahydrofuran-3-ylmethyl]-5,6,7,8-tetrahydro-4H-pyrazolo[1,5-a]pyrrolo[3,4-d]pyrimidin-4-yl}acetate